[Cl-].ClC=1N(CC[N+]1C)CCCCN(C)C 2-chloro-1-(4-(dimethylamino)butyl)-3-methyl-4,5-dihydro-1H-imidazol-3-ium chloride